C1CCC2=NC3=CCCCC3NC2C1 decahydrophenazine